tert-butyl (R)-3-((4-(4-cyclopropyl-2-methoxyphenyl)-5,6,7,8-tetrahydrophthalazin-1-yl)amino)piperidine-1-carboxylate C1(CC1)C1=CC(=C(C=C1)C1=NN=C(C=2CCCCC12)N[C@H]1CN(CCC1)C(=O)OC(C)(C)C)OC